2-(5-((2,6-dichlorobenzyl)oxy)-2,3-dihydro-1H-inden-1-yl)-2-azaspiro[3.3]-heptane-6-carboxylic acid ClC1=C(COC=2C=C3CCC(C3=CC2)N2CC3(C2)CC(C3)C(=O)O)C(=CC=C1)Cl